4-bromobicyclo[4.2.0]oct-1,3,5-trien-3-amine BrC1=C(C=C2CCC2=C1)N